FC=1C=C(C=CC1F)NC(N(C1CCCC=2NC(C=3CCCCC3C12)=O)CC)=O 3-(3,4-difluorophenyl)-1-ethyl-1-(6-oxo-1,2,3,4,5,6,7,8,9,10-decahydrophenanthridin-1-yl)urea